BrC=1C=C(C=CC1)C=1C(=C(NC1)CC1CC1)CC1=CC(=C(C(=C1)F)S(=O)(=O)N(CC1=CC=C(C=C1)OC)CC1=CC=C(C=C1)OC)F 4-[[4-(3-bromophenyl)-2-(cyclopropylmethyl)-1H-pyrrol-3-yl]methyl]-2,6-difluoro-N,N-bis[(4-methoxyphenyl)methyl]benzenesulfonamide